2,3,5,10-tetrahydroxy-5,6-dihydroisoquinolino[3,2-a]isoquinoline-7-ium hydroxide [OH-].OC=1C(=CC=2C(C[N+]3=C(C2C1)C=C1C=CC(=CC1=C3)O)O)O